N-(5-(2,2-dimethyl-2,3-dihydro-[1,4]dioxino[2,3-b]pyridin-6-yl)-4-((4-fluoro-6'-(methylsulfonyl)-[3,4'-bipyridin]-2'-yl)amino)pyridin-2-yl)acetamide CC1(OC=2C(=NC(=CC2)C=2C(=CC(=NC2)NC(C)=O)NC2=NC(=CC(=C2)C=2C=NC=CC2F)S(=O)(=O)C)OC1)C